1-(tert-butoxycarbonyl)-2,3-dihydro-1H-pyrrolo[3,2-c]pyridine-2-carboxylic acid C(C)(C)(C)OC(=O)N1C(CC=2C=NC=CC21)C(=O)O